NC12CC(C1)(C2)NC(=O)C=2C=NN(C2)C=2C=NC(=CC2)C(F)(F)F N-(3-aminobicyclo[1.1.1]pentan-1-yl)-1-[6-(trifluoromethyl)pyridin-3-yl]-1H-pyrazole-4-carboxamide